7,7'-(2-bromo-1,3-phenylene)bis(7H-dibenzo[b,g]carbazole) BrC1=C(C=CC=C1N1C2=CC=C3C(=C2C=2C=C4C(=CC12)C=CC=C4)C=CC=C3)N3C4=CC=C1C(=C4C=4C=C2C(=CC34)C=CC=C2)C=CC=C1